1-[[2-(difluoromethoxy)pyridin-4-yl]methyl]-3-(3,3-difluoro-1-methylcyclopentyl)urea FC(OC1=NC=CC(=C1)CNC(=O)NC1(CC(CC1)(F)F)C)F